(R)-1-chloro-3-(4-(2-(4-((S)-2-hydroxy-3-(5-(hydroxymethyl)-1H-1,2,3-triazol-1-yl)propoxy)phenyl)propan-2-yl)phenoxy)propan-2-ol ClC[C@@H](COC1=CC=C(C=C1)C(C)(C)C1=CC=C(C=C1)OC[C@H](CN1N=NC=C1CO)O)O